4-[(3S,4S)-3,4-difluoropyrrolidin-1-yl]-N-[4-(3-fluoropiperidin-1-yl)phenyl]-5-(trifluoromethyl)pyrimidin-2-amine F[C@H]1CN(C[C@@H]1F)C1=NC(=NC=C1C(F)(F)F)NC1=CC=C(C=C1)N1CC(CCC1)F